N-((7R)-2-cyano-2-azabicyclo[2.2.1]heptan-7-yl)-4-(4-((4-fluorophenyl)amino)pyridin-3-yl)benzamide C(#N)N1C2CCC(C1)[C@H]2NC(C2=CC=C(C=C2)C=2C=NC=CC2NC2=CC=C(C=C2)F)=O